(2-[(2R)-2-Piperidinyl]ethyl)amine N1[C@H](CCCC1)CCN